C[C@@H]1N(CCC1)CC1=CC(=NC=C1)NC=1SC2=C(N1)C=CC(=C2)C2=CC=NC=C2 (S)-N-(4-((2-methylpyrrolidin-1-yl)methyl)pyridin-2-yl)-6-(pyridin-4-yl)benzo[d]thiazol-2-amine